ClC[C@H](CC1(N(CCC1=C)C(=O)OCCC(C)(C)C)C(=O)[O-])O 1-(tert-butyl)2-ethyl 2-((S)-3-chloro-2-hydroxypropyl)-3-methylenepyrrolidine-1,2-dicarboxylate